3-(Benzyloxy)-5-hydroxy-4-(4-((1-methyl-5-oxopyrrolidin-3-yl)amino)isoindoline-2-carbonyl)benzonitrile C(C1=CC=CC=C1)OC=1C=C(C#N)C=C(C1C(=O)N1CC2=CC=CC(=C2C1)NC1CN(C(C1)=O)C)O